C(C1=CC=CC=C1)OC(=O)N[C@H](C(=O)OC)CC1=NN(C2=CC=CC=C12)CC(=O)OC(C)(C)C methyl (S)-2-(((benzyloxy)carbonyl)amino)-3-(1-(2-(tert-butoxy)-2-oxoethyl)-1H-indazol-3-yl)propanoate